COC(C1=C(N=C(C=C1)C1=CC=C(C=C1)OC)C)=O.N1=C(C=CC=2CCCNC12)CCCCC(/C=C/C=1C=NC2=CC(=CC=C2C1)C(F)(F)F)=O (E)-7-(5,6,7,8-tetrahydro-1,8-naphthyridin-2-yl)-1-(7-(trifluoromethyl)quinolin-3-yl)hept-1-en-3-one methyl-6-(4-methoxy-phenyl)-2-methyl-nicotinate